((6-hydroxy-3'-methyl-4-(2-methyloctan-2-yl)-[1,1'-biphenyl]-2-yl)oxy)methyl pivalate C(C(C)(C)C)(=O)OCOC1=C(C(=CC(=C1)C(C)(CCCCCC)C)O)C1=CC(=CC=C1)C